CC=1N(C=2C(=NC=C(C2)C=2C=CN3N=C(N=CC32)N[C@@H]3CC[C@H](CC3)N3CCOCC3)N1)C1CCOCC1 5-(2-methyl-1-(tetrahydro-2H-pyran-4-yl)-1H-imidazo[4,5-b]pyridin-6-yl)-N-(trans-4-morpholinocyclohexyl)pyrrolo[2,1-f][1,2,4]triazin-2-amine